C1(=C(C(=C(C(=C1[2H])[2H])[2H])[2H])[2H])C1=C2C=CC=CC2=C(C2=CC=CC=C12)B(O)O [10-(phenyl-d5)-9-anthracenyl]boronic acid